N1=CC(=CC=C1)CN1C(C=2N(CC1C(=O)NC1=C(C=CC=C1C)C)C=C(C(C2O)=O)C(=O)O)=O (pyridin-3-ylmethyl)-3-((2,6-dimethylphenyl)aminocarbonyl)-9-hydroxy-1,8-dioxo-1,3,4,8-tetrahydro-2H-pyrido[1,2-a]pyrazine-7-carboxylic acid